9-(5-(Difluoromethyl)-1,3,4-thiadiazol-2-yl)-5-(4-(1-methylcyclopropylcarbonyl)piperazin-1-yl)-N-(1-methylcyclopropyl)-9H-benzo[d]imidazo[1,2-a]imidazole-7-sulfonamide FC(C1=NN=C(S1)N1C=2N(C3=C1C=C(C=C3N3CCN(CC3)C(=O)C3(CC3)C)S(=O)(=O)NC3(CC3)C)C=CN2)F